7-((6-(difluoromethyl)-5-ethylpyridin-2-yl)oxy)-2-azaspiro[3.5]Nonane FC(C1=C(C=CC(=N1)OC1CCC2(CNC2)CC1)CC)F